OC[C@H]1OC[C@H]([C@H]([C@H]1O)O)COC1=CC=CC=C1 (2R-3R,4R,5S)-2-(hydroxymethyl)-5-(phenoxymethyl)tetrahydro-2H-pyran-3,4-diol